ClC1=C(C=CC=C1)N1C=2N(C3=C(C1=O)C=NC(=N3)NC3=CC=C(C=C3)CN3C=NC=C3)C=CN2 6-(2-chlorophenyl)-2-{[4-(1H-imidazol-1-ylmethyl)phenyl]amino}imidazo[1,2-a]pyrimido[5,4-e]pyrimidin-5(6H)-one